2-methyl-N-(p-tolyl)benzamide CC1=C(C(=O)NC2=CC=C(C=C2)C)C=CC=C1